FC1=CC=C(C=C1)[C@H]1[C@@H](C1)NCCC[C@@H](C(=O)N1CCN(CC1)C)NC(C1=CC=C(C=C1)N1C=NC=C1)=O N-((S)-5-((1R,2S)-2-(4-fluorophenyl)cyclopropylamino)-1-(4-methylpiperazin-1-yl)-1-oxopentan-2-yl)-4-(1H-imidazol-1-yl)benzamide